C(C)N(CC)C1=CC=C2C=CCOC2=C1 7-(N,N-diethylamino)-2H-chromen